C12CC(CCC2O1)CC[Si](OC)(OC)OC 2-(7-oxabicyclo[4.1.0]hept-3-yl)ethyl-trimethoxysilane